C(CCC)C1=C(C(=C(C=C1)O)CCCC)CCCC.[Na] sodium tributylphenol